C(#N)CN1N=C(C(=C1)NC(=O)C=1N=C(SC1)C=1C=NNC1)C(F)F N-[1-(cyanomethyl)-3-(difluoromethyl)-1H-pyrazol-4-yl]-2-(1H-pyrazol-4-yl)-1,3-thiazole-4-carboxamide